C(C)(C)(C)OC(=O)N1C(CNCC1)C1=CC=C(C=C1)[N+](=O)[O-] (4-nitrophenyl)piperazine-1-carboxylic acid tert-butyl ester